(1R)-4-(trifluoromethyl)-2,3-Dihydro-1H-inden-1-amine FC(C1=C2CC[C@H](C2=CC=C1)N)(F)F